(1s,3s)-3-((3-cyano-4,5,6,7-tetrahydrobenzo[b]thiophen-2-yl)carbamoyl)cyclobutane-1-carboxylic acid C(#N)C=1C2=C(SC1NC(=O)C1CC(C1)C(=O)O)CCCC2